C(C)C=1C=CC(=C(C1)S(=O)(=O)N)OC 5-ethyl-2-methoxy-benzenesulfonamide